[N-](S(=O)(=O)C(F)(F)F)S(=O)(=O)C(F)(F)F.C(CCC)[N+]1(CCCC1)C N-butyl-N-methylpyrrolidinium bis(trifluoromethanesulfonyl)imide salt